BrC(C(=O)O)=CI 2-bromo-3-iodoprop-2-enoic acid